COC=1C=C(C=CC1OC)CC1(CN(C2=CC(=CC=C2C1=O)OC)S(=O)(=O)C1=CC=C(C=C1)C)OC 3-[(3,4-dimethoxyphenyl)methyl]-3,7-dimethoxy-1-(p-tolylsulfonyl)-2H-quinolin-4-one